(2S,11aR)-6-cyclobutoxy-8-methyl-2-((2-oxo-1,2,3,4-tetrahydro-1,6-naphthyridin-7-yl)oxy)-2,3,11,11a-tetrahydro-1H,5H-benzo[f]pyrrolo[2,1-c][1,4]oxazepin-5-one C1(CCC1)OC1=CC(=CC2=C1C(N1[C@@H](CO2)C[C@@H](C1)OC1=NC=C2CCC(NC2=C1)=O)=O)C